(2s,4s)-2-(4-(o-tolyl)piperidine-1-carbonyl)-7-oxa-5-azaspiro[3.4]octan-6-one C1(=C(C=CC=C1)C1CCN(CC1)C(=O)C1CC2(C1)NC(OC2)=O)C